Benzyl 4-(cyclopropylamino)piperidine-1-carboxylate C1(CC1)NC1CCN(CC1)C(=O)OCC1=CC=CC=C1